2-[[1-(3,5-dichloropyrazol-1-yl)cyclopropanecarbonyl]amino]-4-[2-(1-methylcyclopropoxy)ethyl-[4-(5,6,7,8-tetrahydro-1,8-naphthyridin-2-yl)butyl]amino]butanoic acid ClC1=NN(C(=C1)Cl)C1(CC1)C(=O)NC(C(=O)O)CCN(CCCCC1=NC=2NCCCC2C=C1)CCOC1(CC1)C